[Li].[Na] sodium-lithium salt